N-[1-(5-bromopyrimidin-2-yl)cyclobutyl]-2-methylpropane-2-sulfinamide BrC=1C=NC(=NC1)C1(CCC1)NS(=O)C(C)(C)C